CC1=C(C(=O)N2CCC(CC2)C2=C(C#N)C=CC=C2)C=C(C(=C1)C)C1=NN=C(N1)N1CCOCC1 (1-(2,4-dimethyl-5-(5-morpholinyl-4H-1,2,4-triazol-3-yl)benzoyl)piperidin-4-yl)benzonitrile